2,5-dichloro-4,6-dimethylpyridine 1-oxide ClC1=[N+](C(=C(C(=C1)C)Cl)C)[O-]